C[C@@]12[C@H](C[C@@H](CC1)C2(C)C)NCC2=CC=C(CNC=1C=C(C=CC1)C1C(NC(CC1)=O)=O)C=C2 3-(3-((4-((((1R,2S,4R)-1,7,7-trimethylbicyclo[2.2.1]heptan-2-yl)amino)methyl)benzyl)amino)phenyl)piperidine-2,6-dione